ClC1=C2C=CC=NC2=C(C=C1)NS(=O)(=O)C1=NC=C(C=C1)C N-(5-chloro-quinolin-8-yl)-5-methylpyridine-2-sulfonamide